tert-Butyl 4-(chlorocarbonyl)-4-methylpiperidine-1-carboxylate ClC(=O)C1(CCN(CC1)C(=O)OC(C)(C)C)C